(2R,3S,4R,5R)-2,3,4,6-tetrakis(benzyloxy)-5-hydroxy-1-(piperazin-1-yl)hexane-1-one C(C1=CC=CC=C1)O[C@@H](C(=O)N1CCNCC1)[C@H]([C@@H]([C@@H](COCC1=CC=CC=C1)O)OCC1=CC=CC=C1)OCC1=CC=CC=C1